ClC=1C=CC=C2C=C(C=C(C12)C1=C(C=C2C(=NC(=NC2=C1F)OC[C@]1(C(C1)(F)F)CN(C)C)N1C[C@@](CCC1)(O)C)F)O (3R)-1-(7-(8-chloro-3-hydroxynaphthalen-1-yl)-2-(((R)-1-((dimethylamino)methyl)-2,2-difluorocyclopropyl)methoxy)-6,8-difluoroquinazolin-4-yl)-3-methylpiperidin-3-ol